(2S,3S)-N-(2-(Diethylamino)-4-((4-(trifluoromethyl)benzyl)amino)phenyl)-2,3-difluorooctanamid C(C)N(C1=C(C=CC(=C1)NCC1=CC=C(C=C1)C(F)(F)F)NC([C@@H]([C@H](CCCCC)F)F)=O)CC